NC1=C2C(=NC=N1)N(N=C2C(=O)NC=2OC1=C(N2)C=C(C=C1)Cl)C1CN(CCC1)C(C=CCN1CCCC1)=O 4-amino-N-(5-chlorobenzo[d]oxazol-2-yl)-1-(1-(4-(pyrrolidin-1-yl)but-2-enoyl)piperidin-3-yl)-1H-pyrazolo[3,4-d]pyrimidine-3-carboxamide